Cl.[N+](=O)([O-])C=1C=C(C=CC1NCC1CCC(CC1)(C)O)S(=O)(=O)NC(C1=CC=CC=C1)=O N-[3-nitro-4-({[(1r,4r)-4-hydroxy-4-methylcyclohexyl]methyl}amino)benzenesulfonyl]benzamide hydrochloride